O=C1C=C2N(N3C(C=4C=CC=CC24)CCC3)C=C1C(=O)O 8-oxo-2,3,8,13b-tetrahydro-1H-pyrido[2,1-a]pyrrolo[1,2-c]phthalazine-7-carboxylic acid